(2-{[1-(4-acetylphenyl)-4,4-difluorocyclohexyl]Amino}-2-oxoethyl)carbamic acid benzyl ester C(C1=CC=CC=C1)OC(NCC(=O)NC1(CCC(CC1)(F)F)C1=CC=C(C=C1)C(C)=O)=O